tert-butyl (S)-2-((S)-1-aminoethyl)azetidine-1-carboxylate N[C@@H](C)[C@H]1N(CC1)C(=O)OC(C)(C)C